ClC1=C(C2=CN(N=C2C2=C1OC[C@@H]1N(C2)CCN(C1)C(C=C)=O)C)C1=C(C=CC=C1O)F 1-[(7aR)-5-Chloro-4-(2-fluoro-6-hydroxyphenyl)-2-methyl-2,7a,8,10,11,13-hexahydropyrazino[2',1':3,4][1,4]oxazepino[7,6-g]indazol-9(7H)-yl]prop-2-en-1-on